COC([C@@H](C)OC1=NN(C(=C1)C1=CC(=C(C=C1)F)F)C1=C(C=CC(=C1)F)F)=O Methyl-(2R)-2-{[1-(2,5-difluorophenyl)-5-(3,4-difluorophenyl)-1H-pyrazol-3-yl]oxy}propanoat